(S)-1-(2-((4-amino-7-(1H-pyrazol-3-yl)-1H-imidazo[4,5-c]quinolin-2-yl)methyl)pyrrolidin-1-yl)propane-1-one NC1=NC=2C=C(C=CC2C2=C1N=C(N2)C[C@H]2N(CCC2)C(CC)=O)C2=NNC=C2